5-((5-chloro-2-(3,5-dimethyl-1H-pyrazol-1-yl)pyrimidin-4-yl)amino)-3-(3,5-dihydroxy-3-methylpentyl)-1-methyl-1,3-dihydro-2H-benzo[d]imidazol-2-one ClC=1C(=NC(=NC1)N1N=C(C=C1C)C)NC1=CC2=C(N(C(N2CCC(CCO)(C)O)=O)C)C=C1